C(CCCCCCCCCCCCCCCCCC)(=O)OCCOC(CCCCCCCCCCCCCCCCCC)=O ethylene glycol dinonadecanate